5-fluoro-4-[4-methyl-5-oxo-3-(propan-2-yl)-4,5-dihydro-1H-1,2,4-triazol-1-yl]-2-{[(2S)-4-methylpent-2-yl]oxy}-N-phenylbenzamide FC=1C(=CC(=C(C(=O)NC2=CC=CC=C2)C1)O[C@@H](C)CC(C)C)N1N=C(N(C1=O)C)C(C)C